methyl 2-(3,3-difluorocyclobutyl)propanoate FC1(CC(C1)C(C(=O)OC)C)F